FC(OC[C@H]1CN(CC1)C(=O)OC(C)(C)C)(F)F tert-butyl (3R)-3-[(trifluoromethoxy)methyl]pyrrolidine-1-carboxylate